FC=1C=C(C=C(C1)F)C=1C=CC(=NC1)N1CCN(CC1)C(=O)C1=CC=C2C=CC(NC2=C1)=O 7-(4-(5-(3,5-difluorophenyl)pyridin-2-yl)piperazine-1-carbonyl)quinolin-2(1H)-one